Cl.C1(CC1)C=1N=CC2=C(N1)CCNC2 2-cyclopropyl-5,6,7,8-tetrahydropyrido[4,3-d]pyrimidine hydrochloride